(S)-(2-chloro-4-(2-(hydroxymethyl)pyrrolidin-1-yl)pyrrolo[2,1-f][1,2,4]triazin-7-yl)(piperidin-1-yl)methanone ClC1=NN2C(C(=N1)N1[C@@H](CCC1)CO)=CC=C2C(=O)N2CCCCC2